butyl 4-hydroxy-1-methyl-5-oxo-2,5-dihydro-1H-pyrrole-3-carboxylate OC1=C(CN(C1=O)C)C(=O)OCCCC